6-[1-(2,2-difluoroethyl)-1H-pyrazolo[3,4-b]pyrazin-6-yl]-2-{[4-(trifluoromethyl)pyridin-3-yl]oxy}-6-azaspiro[3.5]nonane FC(CN1N=CC=2C1=NC(=CN2)N2CC1(CC(C1)OC=1C=NC=CC1C(F)(F)F)CCC2)F